N-[8'-(azetidin-1-yl)-4'H-spiro[cyclopropane-1,5'-naphtho[2,1-d][1,2]oxazol]-3'-yl]-2,6-dimethoxy-4-{6-methyl-2,6-diazabicyclo[5.1.0]octane-2-carbonyl}benzenesulfonamide N1(CCC1)C1=CC=C2C3(CC=4C(=NOC4C2=C1)NS(=O)(=O)C1=C(C=C(C=C1OC)C(=O)N1C2CC2N(CCC1)C)OC)CC3